C(C)C1=C(C(NC2=CC=C(C=C12)C1CCNCC1)=O)C1=CC=C(C=C1)S(=O)(=O)C 4-ethyl-3-(4-(methylsulfonyl)phenyl)-6-(piperidin-4-yl)quinolin-2(1H)-one